1-((3R,5S,8S,9S,10S,13S,14S,17S)-3-(ethoxymethyl)-10-ethyl-3-hydroxy-13-methylhexadecahydro-1H-cyclopenta[a]phenanthren-17-yl)-2-(5-methyl-1H-tetrazol-1-yl)ethan-1-one C(C)OC[C@]1(CC[C@@]2([C@H]3CC[C@@]4([C@H](CC[C@H]4[C@@H]3CC[C@H]2C1)C(CN1N=NN=C1C)=O)C)CC)O